ClC1=C(C(=CC=C1Cl)OCOC)[C@H]1C[C@@H](CN1C(=O)O)C(=O)O (3s,5r)-5-(2,3-dichloro-6-(methoxymethoxy)phenyl)pyrrolidine-1,3-dicarboxylic acid